6-bromo-3-pyridinemethanol tert-butyl-4-[7-bromo-8-fluoro-6-isoxazol-4-yl-2-[[(2S)-1-methylpyrrolidin-2-yl]methoxy]quinazolin-4-yl]piperazine-1-carboxylate C(C)(C)(C)C1N(CCN(C1)C1=NC(=NC2=C(C(=C(C=C12)C=1C=NOC1)Br)F)OC[C@H]1N(CCC1)C)C(=O)OCC=1C=NC(=CC1)Br